2-(2,6-Dichlorophenyl)-N,N,3-trimethyl-9-(1-methyl-1H-pyrazol-4-yl)imidazo[2,1-f][1,6]naphthyridin-8-amine ClC1=C(C(=CC=C1)Cl)C=1N=C2C=3C=C(C(=NC3C=CN2C1C)N(C)C)C=1C=NN(C1)C